CC=1C(=NN(C1)S(=O)(=O)C)[N+](=O)[O-] 4-Methyl-1-methylsulfonyl-3-nitro-pyrazole